(S)-N2-(4-fluorophenyl)-N6-(piperidin-2-ylmethyl)-9H-purine-2,6-diamine FC1=CC=C(C=C1)NC1=NC(=C2N=CNC2=N1)NC[C@H]1NCCCC1